COCCNCC1CN(C1)C(=O)C1=CC2=CC=CC(=C2C=C1)OC1=CC=C(C=C1)C(F)(F)F (3-(((2-Methoxyethyl)amino)methyl)azetidin-1-yl)(5-(4-(trifluoromethyl)phenoxy)naphthalen-2-yl)methanone